bis[3-(dimethylamino)propyl]amine CN(CCCNCCCN(C)C)C